COC=1C=CC(=NC1)C=1N=C(SC1)NC1=NC=C(C=C1)C1CCNCC1 4-(5-methoxypyridin-2-yl)-N-(5-(piperidin-4-yl)pyridin-2-yl)thiazol-2-amine